5-chloropyridin-3-yl 1,3-dimethyl-1H-pyrazole-5-carboxylate CN1N=C(C=C1C(=O)OC=1C=NC=C(C1)Cl)C